CC1OC(CN(C1)C1=CC=C(C=N1)NC1CC2(C1)CC(C2)N)C N2-(6-(2,6-dimethylmorpholino)pyridin-3-yl)spiro[3.3]heptane-2,6-diamine